(3-(5-((3aS,4S,6aR)-2-Oxohexahydro-1H-thieno[3,4-d]imidazol-4-yl)pentanoylamino)propyl)carbamic acid tert-butyl ester C(C)(C)(C)OC(NCCCNC(CCCC[C@@H]1SC[C@@H]2NC(N[C@@H]21)=O)=O)=O